5-chloro-2-fluoro-N-[4-(4-{[(3S,4R)-3-fluoro-1-(2-hydroxyethyl)piperidin-4-yl]oxy}-3-methyl-1H-pyrazolo[3,4-d]pyrimidin-6-yl)phenyl]benzenesulfonamide ClC=1C=CC(=C(C1)S(=O)(=O)NC1=CC=C(C=C1)C1=NC(=C2C(=N1)NN=C2C)O[C@H]2[C@H](CN(CC2)CCO)F)F